6-(1H-imidazol-1-yl)-4-methoxy-N-(6-(trifluoromethyl)pyridin-3-yl)picolinamide N1(C=NC=C1)C1=CC(=CC(=N1)C(=O)NC=1C=NC(=CC1)C(F)(F)F)OC